CC1=CC(NC2=CC=C(C=C12)CC(=O)N1CCC(CC1)CCNC(=O)C1=NC=CC2=CC=CC=C12)=O N-(2-(1-(2-(4-methyl-2-oxo-1,2-dihydroquinolin-6-yl)acetyl)piperidin-4-yl)ethyl)isoquinoline-1-carboxamide